ClC1=CC2=C(N(C(N=C2N2[C@H](CN([C@@H](C2)C)C(C=C)=O)C)=O)C=2C(=NC=CC2C)C(C)C)N=C1N1C(CCC1)C(F)F (M)-6-Chloro-7-[2-(difluoromethyl)pyrrolidin-1-yl]-4-[(2S,5R)-2,5-dimethyl-4-prop-2-enoyl-piperazin-1-yl]-1-(2-isopropyl-4-methyl-3-pyridyl)pyrido[2,3-d]pyrimidin-2-one